FC1=C(C(=CC=C1NS(=O)(=O)C1=CSC=C1)F)C=1C=C2C=NC(=NC2=CC1)NC(C(C)(C)C)=O N-(6-(2,6-difluoro-3-(thiophene-3-sulfonylamino)phenyl)quinazolin-2-yl)pivaloamide